tert-butyl (S)-4-[(3-cyanophenyl)phenylmethyl]-3-[(mesyloxy)methyl]-1-piperazinecarboxylate C(#N)C=1C=C(C=CC1)C(N1[C@@H](CN(CC1)C(=O)OC(C)(C)C)COS(=O)(=O)C)C1=CC=CC=C1